C(C)(C)OCC1=CC(O)=C(OC)C=C1 isovanillyl isopropyl ether